OC1CCN(CC1)C=1C=CC(=NC1)NC=1C=CC(=C2CNC(C12)=O)C1=CN=C2N1CC[C@@H](C2)C (S)-7-((5-(4-hydroxypiperidin-1-yl)pyridin-2-yl)amino)-4-(7-methyl-5,6,7,8-tetrahydroimidazo[1,2-a]pyridin-3-yl)isoindolin-1-one